2,4-diphenyl-6-mono(2-hydroxy-4-ethoxyphenyl)-1,3,5-triazine C1(=CC=CC=C1)C1=NC(=NC(=N1)C1=CC=CC=C1)C1=C(C=C(C=C1)OCC)O